C(C)(C)OC(N[C@@H]1CO[C@H](CC1)C=1SC(=CN1)C1=C(C=C(C=C1)NC(=O)OC(C)C)S(NC(C)(C)C)(=O)=O)=O trans-N-[6-[5-[2-(tert-butylsulfamoyl)-4-(isopropoxycarbonylamino)phenyl]Thiazol-2-yl]Tetrahydropyran-3-yl]Carbamic acid isopropyl ester